(1R)-1-[8-(3,5-Dichlorophenyl)-4-(dimethylamino)-3-quinolyl]-2,2,2-trifluoro-ethanol ClC=1C=C(C=C(C1)Cl)C=1C=CC=C2C(=C(C=NC12)[C@H](C(F)(F)F)O)N(C)C